ClC=1C=C(/C=C/C2=CC(CC(C2)(C)C)=O)C=CC1 (E)-3-(3-chlorostyryl)-5,5-dimethylcyclohex-2-en-1-one